ClC1=CC(=C(C=C1F)[C@H](NC(=O)[C@@H]1N([C@@H]2C[C@@H]2C1)C(C1=CC(=CC(=C1)S(=O)(=O)C)F)=O)C1COC1)F (1R,3R,5R)-N-((R)-(4-chloro-2,5-difluorophenyl)(3-oxetanyl)methyl)-2-(3-fluoro-5-(methylsulfonyl)benzoyl)-2-azabicyclo[3.1.0]hexane-3-carboxamide